ClC1=C(C(=CC(=C1)F)F)CC(=O)NC1=CC(=C(C=C1)N1N=CC(=C1)Cl)S(N)(=O)=O 2-(2-Chloro-4,6-difluorophenyl)-N-[4-(4-chloro-1H-pyrazol-1-yl)-3-sulfamoylphenyl]acetamide